C1=CC(=CC=C1N)OC2=CC=C(C=C2)N 4,4-Diaminodiphenylether